ethyl 5-methyl-2-[2-[[3-(5-methyl-1,2,4-oxadiazol-3-yl)benzoyl]amino]ethyl]-3H-imidazo[4,5-b]pyridine-6-carboxylate CC1=C(C=C2C(=N1)NC(=N2)CCNC(C2=CC(=CC=C2)C2=NOC(=N2)C)=O)C(=O)OCC